ethyl 2-(3,4-dichlorophenyl)-1-ethyl-6-[(5-methyl-4-nitro-pyrazol-1-yl)methyl]-4-oxo-pyridine-3-carboxylate ClC=1C=C(C=CC1Cl)C=1N(C(=CC(C1C(=O)OCC)=O)CN1N=CC(=C1C)[N+](=O)[O-])CC